ethyl 10-hydroxyhexadecanoate OC(CCCCCCCCC(=O)OCC)CCCCCC